(2-(6-((2-((tert-butoxycarbonyl)amino)ethyl)amino)pyridin-3-yl)pyrimidin-4-yl)methyl 4-methylbenzenesulfonate CC1=CC=C(C=C1)S(=O)(=O)OCC1=NC(=NC=C1)C=1C=NC(=CC1)NCCNC(=O)OC(C)(C)C